F/C(=C/C(=O)NC1=CC=CC=C1)/C1=CC(=CC(=C1)F)F (E)-3-fluoro-3-(3,5-difluorophenyl)-N-phenylacrylamide